C1(=CC=CC=C1)CCOC(CC1=CC=CC=C1)=O Phenylethyl-phenylacetat